[Cl].CC#CCC methyl-butyne chlorine